BrC1=CC(=C2C=NN(C2=C1)CCCN1CCOCC1)[N+](=O)[O-] 4-(3-(6-bromo-4-nitro-1H-indazol-1-yl)propyl)morpholine